6-chloro-4-(3-(o-tolyl)-7,8-dihydro-1,6-naphthyridin-6(5H)-yl)quinazoline ClC=1C=C2C(=NC=NC2=CC1)N1CC=2C=C(C=NC2CC1)C1=C(C=CC=C1)C